di(3-butenyl)methylamine C(CC=C)N(C)CCC=C